C1N(CC12C=CC2)C(=O)O.[2H]C(O[2H])([2H])[2H] trideuterio(deuteriooxy)methane 2-azaspiro[3.3]hept-5-ene-2-carboxylate